eicosyl oxide C(CCCCCCCCCCCCCCCCCCC)OCCCCCCCCCCCCCCCCCCCC